CN(C1=CC=C(C=C1)C=CC(C)C1=NC=CC=C1)C N,N-Dimethyl-4-(3-(pyridine-2-yl)but-1-en-1-yl)aniline